C1(CCC1)C(=O)N1[C@H]([C@H](CCC1)NC(=O)C1OCCC1)COC1CCN(CC1)C1=NC=C(C=N1)F N-[cis-1-(Cyclobutanecarbonyl)-2-({[1-(5-fluoropyrimidin-2-yl)piperidin-4-yl]oxy}methyl)piperidin-3-yl]oxolane-2-carboxamide